4-methoxy-1H-pyrrolo[2,3-b]pyridin COC1=C2C(=NC=C1)NC=C2